C1(CC1)C1=NC=NC(=C1B(O)O)OCC (4-cyclopropyl-6-ethoxypyrimidin-5-yl)boronic acid